N[C@@H](C(C)C)C(=O)OC[C@H]1O[C@H]([C@]([C@@H]1OCOC(C(C)(C)C)=O)(C)F)N1C2=NC(=NC(=C2N=C1)NC)N ((2R,3R,4R,5R)-5-(2-amino-6-(methylamino)-9H-purin-9-yl)-4-fluoro-4-methyl-3-((pivaloyloxy)methoxy)tetrahydrofuran-2-yl)methyl L-valinate